C1(=CC=CC=C1)C1(CC1)NS(=O)(=O)CC N-(1-phenylcyclopropyl)ethanesulfonamide